ClC1=CC(=CC(=N1)N1CCN(CC1)S(=O)(=O)C1=CC=C(C=C1)N1CC2(CC1=O)NCCCC2)C(F)(F)F 2-[4-[4-[6-Chloro-4-(trifluoromethyl)-2-pyridyl]piperazin-1-yl]sulfonylphenyl]-2,6-diazaspiro[4.5]decan-3-one